6-(1-((R)-4,4-difluoro-3-methylpiperidin-1-yl)ethyl)-4-(trifluoromethyl)isoindolin-1-one FC1([C@@H](CN(CC1)C(C)C1=CC(=C2CNC(C2=C1)=O)C(F)(F)F)C)F